C(C)(C)(C)OC(N(CC1=C(C2=C(N=CN2C)C(=C1)C1=CC=C(C=C1)OC(F)(F)F)C#CCO[Si](C)(C)C(C)(C)C)C(=O)OC(C)(C)C)=O tert-Butyl-N-tert-butoxycarbonyl-N-[[4-[3-[tert-butyl(dimethyl)silyl]oxyprop-1-ynyl]-3-methyl-7-[4-(trifluoromethoxy)phenyl]benzimidazol-5-yl]methyl]carbamate